ClC1=CC=C(C=C1)C1=NN(CC1C1=CC=CC=C1)S(=O)(=O)N1CCC(CC1)C(F)(F)F 3-(4-chlorophenyl)-4-phenyl-N-((4-(trifluoromethyl)piperidin-1-yl)sulfonyl)-4,5-dihydro-1H-pyrazole